N-(1,3-benzodioxol-4-ylmethyl)-1-(2-ethoxy-4-pyridinyl)methanamine O1COC2=C1C=CC=C2CNCC2=CC(=NC=C2)OCC